C(C1=CC=CC=C1)OC(C(=O)N)=C (benzyloxy)propenamide